ClC=1C=C2CC(CC2=CC1)NC1=NC=C(C=N1)C1=NNC(O1)=O 5-(2-((5-chloro-2,3-dihydro-1H-inden-2-yl)amino)pyrimidin-5-yl)-1,3,4-oxadiazole-2(3H)-on